C1(CC1)N1N=CC(=C1)C=1C=C(C=CC1)N(C(=O)[C@@H]1CC[C@H](CC1)NC(CO)=O)CC12CCC(CC1)(CC2)C2=CC(=C(C=C2)OC)C trans-N-(3-(1-Cyclopropyl-1H-pyrazol-4-yl)phenyl)-4-(2-hydroxyacetamido)-N-((4-(4-methoxy-3-methylphenyl)bicyclo[2.2.2]octan-1-yl)methyl)cyclohexanecarboxamide